C1(CC1)C=1C=C(C=CC1)C=1N=C2N(C(C1C)=O)C=C(C=C2[C@H](C)NC2=C(C(=O)O)C=CC=C2)C (S)-2-((1-(2-(3-cyclopropylphenyl)-3,7-dimethyl-4-oxo-4H-pyrido[1,2-a]pyrimidin-9-yl)ethyl)amino)benzoic acid